4-[7-(1-cyano-1-methyl-ethyl)imidazo[1,2-a]pyridin-3-yl]-2-(difluoromethoxy)-N-(2,2-difluoro-1-methyl-ethyl)-6-methoxy-benzamide C(#N)C(C)(C)C1=CC=2N(C=C1)C(=CN2)C2=CC(=C(C(=O)NC(C(F)F)C)C(=C2)OC)OC(F)F